1-Hexyl-3-(4-vinylbenzyl)-1H-3-imidazolium C(CCCCC)N1C=[N+](C=C1)CC1=CC=C(C=C1)C=C